2-amino-9-((2R,4S,5R)-4-((tert-butyldimethylsilyl)oxy)-5-((tert-butyldimethylsilyl)oxymethyl-d2)tetrahydrofuran-2-yl)-1,9-dihydro-6H-purine-6-thione NC=1NC(C=2N=CN(C2N1)[C@@H]1O[C@@H]([C@H](C1)O[Si](C)(C)C(C)(C)C)C([2H])([2H])O[Si](C)(C)C(C)(C)C)=S